N-(1-benzylazetidin-3-yl)-5-cyclopropylpyridazine C(C1=CC=CC=C1)N1CC(C1)N1NC=CC(=C1)C1CC1